Ethyl 2-((4-(difluoromethyl)benzyl)amino)pyrimidine-5-carboxylate FC(C1=CC=C(CNC2=NC=C(C=N2)C(=O)OCC)C=C1)F